ClC1=C(C=CC=C1C(=O)N1CCOCC1)NC1=C(C=C(C(=O)N=C2NCCN2)C=C1)C(F)(F)F 4-{[2-chloro-3-(morpholine-4-carbonyl)phenyl]amino}-N-[(2E)-imidazolidin-2-ylidene]-3-(trifluoromethyl)benzamide